CC(COS(=O)(=O)C=1C=C(C=CC1)B(O)O)(C)C [3-(2,2-dimethylpropoxysulfonyl)phenyl]boronic acid